6-bromo-4-methyl-1,3-benzothiazol-2-amine BrC1=CC2=C(N=C(S2)N)C(=C1)C